(S)-methyl 2-(4-(tert-butoxy)-2-((tert-butyldimethylsilyl) oxy)-4-oxobutanethioamido)-5-methylthiophene-3-carboxylate C(C)(C)(C)OC(C[C@@H](C(NC=1SC(=CC1C(=O)OC)C)=S)O[Si](C)(C)C(C)(C)C)=O